COC(=O)[C@@H]1C[C@H](CCC1)OC=1C(=NC(=CC1)C=1SC(=CC1CNC1=NC=CC(=N1)C(C)C)F)C (1S,3S)-methyl-3-((6-(5-fluoro-3-(((4-isopropylpyrimidin-2-yl)amino)methyl)thiophen-2-yl)-2-methylpyridin-3-yl)oxy)cyclohexanecarboxylate